NC=1C(=NN(C1)C1=CC=C(C=C1)C(C)=O)C(F)F 1-[4-[4-Amino-3-(difluoromethyl)pyrazol-1-yl]phenyl]ethanone